NC1=C(OC2CN(C2)C=2C(=C(C(=O)O)C=CC2)N2C=CC=C2)C=CC=C1 3-(3-(2-aminophenoxy)azetidin-1-yl)-2-(1H-pyrrol-1-yl)benzoic acid